C(=C)OC(=O)C1=NC=CC=C1 vinylpyridineAt